C(C)OC(=O)C=1C=NN(C1)CC1=CC=C(C=C1)OCC1(OCCO1)C(F)(F)F.C1(=CC=CC=C1)P(=O)(C1=CC=CC=C1)C=1C=C(C=CC1)C1=CC(=CC=C1)C1=CC(=CC=C1)P(=O)(C1=CC=CC=C1)C1=CC=CC=C1 1,3-bis(3-(diphenylphosphoryl)phenyl)benzene ethyl-1-[(4-{[2-(trifluoromethyl)-1,3-dioxolan-2-yl]methoxy}phenyl)methyl]-1H-pyrazole-4-carboxylate